6-chloro-3-((R)-9-((S*)-1-(4-(difluoromethoxy)phenyl)ethyl)-3-methyl-10-oxo-1,2,3,4,7,8,9,10-octahydropyrido[4',3':3,4]pyrazolo[1,5-a]pyrazine-2-carbonyl)-2-methylbenzonitrile ClC1=CC=C(C(=C1C#N)C)C(=O)N1CC=2C(=NN3C2C(N(CC3)[C@@H](C)C3=CC=C(C=C3)OC(F)F)=O)C[C@H]1C |o1:23|